6-((4-Chloro-2-fluorobenzyl)oxy)-1',2',3',6'-tetrahydro-2,4'-bipyridine TFA salt OC(=O)C(F)(F)F.ClC1=CC(=C(COC2=CC=CC(=N2)C=2CCNCC2)C=C1)F